C(C)(C)(C)OC(=O)N1CCC2(CC1)/C(/C=1C(=NC=C(C1)COC1OCCCC1)C2)=N/[S@](=O)C(C)(C)C (5Z)-5-[(R)-tert-butylsulfinyl]imino-3-(tetrahydropyran-2-yloxymethyl)spiro[7H-cyclopenta[b]pyridine-6,4'-piperidine]-1'-carboxylic acid tert-butyl ester